diamyl-anthracene C(CCCC)C=1C2=CC=CC=C2C(=C2C=CC=CC12)CCCCC